(4-hydroxybutoxy)Tetrahydrofuran tert-butyl-(6-(4-methylpyridin-3-yl)thiazolo[4,5-b]pyridin-2-yl)carbamate C(C)(C)(C)N(C(O)=O)C=1SC=2C(=NC=C(C2)C=2C=NC=CC2C)N1.OCCCCOC1OCCC1